tert-butyl (2R,4R)-4-[(tert-butyldimethylsilyl)oxy]-2-(cyanomethyl)pyrrolidine-1-carboxylate [Si](C)(C)(C(C)(C)C)O[C@@H]1C[C@H](N(C1)C(=O)OC(C)(C)C)CC#N